7-(3-(5-(difluoromethyl)-1-methyl-1H-pyrazol-4-yl)-7,8-dihydro-1,6-naphthyridin-6(5H)-yl)-8-methyl-4H-pyrimido[1,2-b]pyridazin-4-one FC(C1=C(C=NN1C)C=1C=NC=2CCN(CC2C1)C=1C(=CC=2N(N1)C(C=CN2)=O)C)F